5-chloro-3-(2-(3-(4-methylphenyl)-4-oxothiazolidin-2-ylidene)hydrazono)indol-2-one ClC=1C=C2C(C(NC2=CC1)=O)=NN=C1SCC(N1C1=CC=C(C=C1)C)=O